rel-trans-(3aR,7aR)-2-(tert-butoxycarbonyl)hexahydropyrano[3,4-c]pyrrole-3a(4H)-carboxylic acid C(C)(C)(C)OC(=O)N1C[C@@]2([C@H](C1)CCOC2)C(=O)O |o1:9,10|